7-bromo-2-chloro-5H-pyrrolo[3,2-d]pyrimidine BrC1=CNC2=C1N=C(N=C2)Cl